2,5-dichloro-N-(2-(dimethylphosphino)phenyl)pyrimidin-4-amine ClC1=NC=C(C(=N1)NC1=C(C=CC=C1)P(C)C)Cl